ClC1=C(C=C2C(=C3C(=NC2=C1)CCCCC3)NC3CCNCC3)OC N-{3-chloro-2-methoxy-6H,7H,8H,9H,10H-cyclohepta[b]quinolin-11-yl}piperidin-4-amine